tert-butyl (2S)-2-[methoxy(methyl)carbamoyl]azetidine-1-carboxylate CON(C(=O)[C@H]1N(CC1)C(=O)OC(C)(C)C)C